ethyl 2-[3-[3-(benzyloxy)propyl]-1,2-oxazol-5-yl]-3-methylbutanoate C(C1=CC=CC=C1)OCCCC1=NOC(=C1)C(C(=O)OCC)C(C)C